F[C@@H]1[C@@H](C1)C(=O)NC1=NC=C2C=C(C=NC2=C1)C=1C=NC(=CC1C)[C@@](CCC)([2H])O (1S,2S)-2-fluoro-N-(3-(6-((S)-1-hydroxybutyl-1-d)-4-methylpyridin-3-yl)-1,6-naphthyridin-7-yl)cyclopropane-1-carboxamide